NOC1CCN(CC1)C(=O)C1=C(C(=C(C=C1)O)O)Cl (4-(aminooxy)piperidin-1-yl)(2-chloro-3,4-dihydroxyphenyl)methanone